Cl.O=C1NC(CC[C@@H]1NC=1C=C(C=CC1)NC(CC)=O)=O N-(3-(((S)-2,6-dioxopiperidin-3-yl)amino)phenyl)propanamide hydrochloride